CC=1C(=NC(=NC1)NC1CCC(CC1)N)C1=CN=C2N1C=C(C=C2)NC=2C=NC=CC2 (1s,4s)-N1-(5-Methyl-4-(6-(pyridin-3-ylamino)imidazo[1,2-a]pyridin-3-yl)pyrimidin-2-yl)cyclohexane-1,4-diamine